(2S,4R)-N-[[(3S,5R)-4-benzyl-3-(hydroxymethyl)-5-methyl-morpholin-3-yl]methyl]-1-[(2S)-2-(4-cyclopropyltriazol-1-yl)-3,3-dimethyl-butanoyl]-4-hydroxy-pyrrolidine-2-carboxamide C(C1=CC=CC=C1)N1[C@](COC[C@H]1C)(CO)CNC(=O)[C@H]1N(C[C@@H](C1)O)C([C@H](C(C)(C)C)N1N=NC(=C1)C1CC1)=O